P(=O)(OCC1=CC=CC=C1)(OCC1=CC=CC=C1)OC([C@H](C)OC1=CC=2N(N=C1)C(=CN2)C2=CC(=C(C(=C2)OC)C(N[C@H]2[C@H](C2)F)=O)OC(F)F)(C)C dibenzyl [(2S)-2-[3-[3-(difluoromethoxy)-4-[[(1R,2S)-2-fluorocyclopropyl]carbamoyl]-5-methoxy-phenyl]imidazo[1,2-b]pyridazin-7-yl]oxy-1,1-dimethyl-propyl] phosphate